5-(chloromethyl)-4-methoxy-2-methylpyrimidine ClCC=1C(=NC(=NC1)C)OC